8-Fluoro-3,4-dihydrobenzo[f][1,4]oxazepine-5(2H)-one FC1=CC2=C(C(NCCO2)=O)C=C1